2-(2-(2-(2-(2-azidoethoxy)ethoxy)ethoxy)ethyl)-4,5,6,7-tetrabromoisoindoline-1,3-dione N(=[N+]=[N-])CCOCCOCCOCCN1C(C2=C(C(=C(C(=C2C1=O)Br)Br)Br)Br)=O